tert-butyl (3R)-3-(4-cyano-3-(isoquinolin-4-yl)-2-oxoimidazolidin-1-yl)pyrrolidine-1-carboxylate C(#N)C1N(C(N(C1)[C@H]1CN(CC1)C(=O)OC(C)(C)C)=O)C1=CN=CC2=CC=CC=C12